N1C[C@@H](CCC1)N1C(C2=CC=CC=C2C1=O)=O (R)-2-(piperidin-3-yl)isoindoline-1,3-dione